(Z)-ethyl 2-(2-(3-amino-4,5-diethoxyphenyl)hydrazinyl)propanoate NC=1C=C(C=C(C1OCC)OCC)NNC(C(=O)OCC)C